N-cyclopropyl-3-(4-((3R,5S)-3-((dimethyl(oxo)-λ6-sulfaneylidene)amino)-5-methylpiperidin-1-yl)pyrimidin-2-yl)imidazo[1,2-a]pyridine-6-sulfonamide C1(CC1)NS(=O)(=O)C=1C=CC=2N(C1)C(=CN2)C2=NC=CC(=N2)N2C[C@@H](C[C@@H](C2)C)N=S(=O)(C)C